C1(=CC=CC=C1)C1OCCN2C1=CC(=N2)C(=O)N[C@@H]2C(NC1=C(CC2)C=C(C=C1F)F)=O 4-phenyl-N-[(3S)-7,9-difluoro-2-oxo-1,3,4,5-tetrahydro-1-benzazepine-3-yl]-6,7-dihydro-4H-pyrazolo[5,1-c][1,4]Oxazine-2-carboxamide